FC1=C(C=CC(=C1)C=1C=NC=C(C1)O)C(C)N1CCN(CC1)C1=CC=C(C(=O)NCCC)C=C1 4-[4-[1-[2-Fluoro-4-(5-hydroxypyridin-3-yl)phenyl]ethyl]piperazin-1-yl]-N-propylbenzamide